5-amino-N-[2-(3-methoxyphenyl)ethyl]-2-methyl-benzenesulfonamide NC=1C=CC(=C(C1)S(=O)(=O)NCCC1=CC(=CC=C1)OC)C